CN(C1=CC=C(C=C1)C1(OC2=C(N1)C=C(C=C2)S(=O)(=O)O)C(=O)O)C 2-(p-dimethylaminophenyl)-5-sulfobenzoxazolecarboxylic acid